N1C(NCCC1)=NC#N N-(tetrahydropyrimidin-2(1H)-ylidene)cyanamide